CS(=O)(=O)N1CCC(CC1)NC1=NC2=C(C=C(C=C2C=N1)C(F)(F)F)C1CC(C1)=O 3-(2-((1-(methylsulfonyl)piperidin-4-yl)amino)-6-(trifluoromethyl)quinazolin-8-yl)cyclobutan-1-one